[Ni]=O.[Nd].[Pr] praseodymium neodymium nickel oxide